ClC=1C=CC(=C(C1)/C=C/C(=O)N[C@H]1CCCCCC(NC2=CC=CC=C2C2=CNC1=N2)=O)N2N=NN=C2 (E)-3-(5-Chloro-2-tetrazol-1-yl-phenyl)-N-((S)-9-oxo-8,17,19-triaza-tricyclo[14.2.1.02,7]nonadeca-1(18),2,4,6,16(19)-pentaen-15-yl)-acrylamide